Cl.N[C@@H]1[C@H](CCC1)O (1S,2S)-cis-2-aminocyclopentanol HCl